OC1=C(C=CC2=C(C=C(C=C12)OC)OC)C=O 1-hydroxy-5,7-dimethoxy-2-naphthalene-carboxaldehyde